(5-(2-methyl-7,8-dihydro-1,6-naphthyridin-6(5H)-yl)naphthalen-2-yl)(piperidin-1-yl)methanone CC1=NC=2CCN(CC2C=C1)C1=C2C=CC(=CC2=CC=C1)C(=O)N1CCCCC1